CN(C)CC=1SC2=C(N1)C=C(C=C2)[C@@H]2N(C[C@H](CC2)C)C(C(=O)NC2=C1C(=CN=C2)N(N=C1)C1OCCCC1)=O 2-((2R,5S)-2-(2-((dimethylamino)methyl)benzo[d]thiazol-5-yl)-5-methylpiperidin-1-yl)-2-oxo-N-(1-(tetrahydro-2H-pyran-2-yl)-1H-pyrazolo[3,4-c]pyridin-4-yl)acetamide